thiophene-2-carboxylic acid copper salt [Cu+2].S1C(=CC=C1)C(=O)[O-].S1C(=CC=C1)C(=O)[O-]